3-(4-Hydroxyphenyl)-1-[4-(morpholine-4-sulfonyl)phenyl]prop-2-en-1-one OC1=CC=C(C=C1)C=CC(=O)C1=CC=C(C=C1)S(=O)(=O)N1CCOCC1